C1=CC=CC=2OC3=CC=CC=C3CC12 Xanthene